ethylene bis(oxyethylene) bis-(3-(5-tert-butyl-4-hydroxy-m-tolyl)-propionate) C(C)(C)(C)C=1C(=C(C=C(C1)C)CCC(=O)O)O.C(C)(C)(C)C=1C(=C(C=C(C1)C)CCC(=O)O)O.C(COC=C)OC=C